triethylammonium 5-sulfoisophthalate S(=O)(=O)(O)C=1C=C(C=C(C(=O)[O-])C1)C(=O)[O-].C(C)[NH+](CC)CC.C(C)[NH+](CC)CC